C(CCC)NCCC[Si](OC)(OC)OC N-(n-Butyl)-3-aminopropyltrimeth-oxysilan